1,3,5-Benzenetricarbonyltrichloride C1(=CC(=CC(=C1)C(=O)Cl)C(=O)Cl)C(=O)Cl